2-(2-chlorophenyl)-N-[4-(3-chloro-1H-1,2,4-triazol-1-yl)-3-sulfamoylphenyl]acetamide ClC1=C(C=CC=C1)CC(=O)NC1=CC(=C(C=C1)N1N=C(N=C1)Cl)S(N)(=O)=O